CC1=[N+](C=C(C=C1C)C(F)(F)F)[O-] 2,3-dimethyl-5-(trifluoromethyl)pyridine 1-oxide